ClC1CCN(CC1)C=1C2=C(N=C(N1)OC[C@]13CCCN3C[C@@H](C1)F)C(=C(N=C2)C2=CC=CC1=CC=CC=C21)F 4-(4-chloropiperidin-1-yl)-8-fluoro-2-(((2R,7aS)-2-fluorotetrahydro-1H-pyrrolizin-7a(5H)-yl)methoxy)-7-(naphthalen-1-yl)pyrido[4,3-d]pyrimidine